3-(2-chloro-5-(3,5-dimethyl-2,6-dioxo-4-thioxo-1,3,5-triazin-1-yl)-4-fluorophenyl)-6-methyl-5,6-dihydro-4H-1,2-oxazine-6-carboxylic acid isobutyl ester C(C(C)C)OC(=O)C1(CCC(=NO1)C1=C(C=C(C(=C1)N1C(N(C(N(C1=O)C)=S)C)=O)F)Cl)C